ClC=1C=C2C=CC(=NC2=C(C1)C(F)(F)F)NC1=CC2=C(C=N1)N(C(N2[C@H]2C[C@@H](CC2)NC(OC)=O)=O)C([2H])([2H])[2H] Methyl ((1R,3R)-3-(6-((6-chloro-8-(trifluoromethyl) quinolin-2-yl)amino)-3-(methyl-d3)-2-oxo-2,3-dihydro-1H-imidazo[4,5-c]pyridin-1-yl)cyclopentyl)carbamate